(4-methyl-1,1-dioxidotetrahydro-2H-thiopyran-4-yl)-2-oxo-3-(3-(1,1,2,2-tetrafluoroethoxy)phenyl)-2,3-dihydro-1H-imidazo[4,5-b]pyridine-6-carboxamide CC1(CCS(CC1)(=O)=O)N1C(N(C2=NC=C(C=C21)C(=O)N)C2=CC(=CC=C2)OC(C(F)F)(F)F)=O